ClC=1C=C(CC=2C=CC(=NC2)C2=C(C(=O)N)C=CC(=N2)COC)C=CC1 (5-(3-chlorobenzyl)pyridin-2-yl)-6-(methoxymethyl)nicotinamide